7-(2-bromo-6,7-dihydrothiazolo[5,4-c]pyridin-5(4H)-yl)-2-(3-methoxyazetidine-1-carbonyl)-8-methyl-4H-pyrimido[1,2-b]pyridazin-4-one BrC=1SC=2CN(CCC2N1)C=1C(=CC=2N(N1)C(C=C(N2)C(=O)N2CC(C2)OC)=O)C